3-cyclopropyl-8-fluoro-N-[6-(4-isopropyl-4H-1,2,4-triazol-3-yl)pyridin-2-yl]-5-(pyrrolidine-1-carbonyl)-5,6-dihydro-4H-benzo[f]imidazo[1,5-a][1,4]diazepine-9-carboxamide C1(CC1)C=1N=CN2C1CN(CC1=C2C=C(C(=C1)F)C(=O)NC1=NC(=CC=C1)C1=NN=CN1C(C)C)C(=O)N1CCCC1